CN1N=C(C=C1C1=CC=C(C=C1)CO)C(F)(F)F [4-[2-methyl-5-(trifluoromethyl)pyrazol-3-yl]phenyl]methanol